ClC1=C(C=CC(=C1)Cl)C1OC2=C(C=CC=C2C(=C1)F)C1CCN(CC1)CC=1N(C=2C(=NC=C(C2)C(=O)O)N1)C[C@H]1OCC1 2-((4-(2-(2,4-dichlorophenyl)-4-fluoro-2H-chromen-8-yl)piperidin-1-yl)methyl)-1-(((S)-oxetan-2-yl)methyl)-1H-imidazo[4,5-b]pyridine-6-carboxylic acid